N-methyl-imidazo[1,5-a]pyridine-7-sulfonamide CNS(=O)(=O)C1=CC=2N(C=C1)C=NC2